NC(C(=O)OC1=CCC2=C3C=CC4=CC=CC4=C3C=CC2=C1)C(C)C 1H-cyclopenta[a]phenanthren-3-yl 2-amino-3-methylbutanoate